C(C)(C)(C)OC(NC1=CC2=C(S1)C=CC(=C2C2=C(C=C1C(=NC(=NC1=C2F)SC)OC(C)(C)C)C(F)(F)F)F)=O (4-(4-(tert-butoxy)-8-fluoro-2-(methylthio)-6-(trifluoromethyl)quinazolin-7-yl)-5-fluorobenzo[b]thiophen-2-yl)carbamic acid tert-butyl ester